isobutyl 2-(isobutoxysulfonyl)-benzoate C(C(C)C)OS(=O)(=O)C1=C(C(=O)OCC(C)C)C=CC=C1